chloro-N-(4',4'-dimethyl-2',3',4',5'-tetrahydro-[1,1'-biphenyl]-3-yl)-N-methyl-[1,2,4]triazolo[4,3-a]quinazolin-5-amine ClC1=NN=C2N1C1=CC=CC=C1C(=N2)N(C)C=2C=C(C=CC2)C=2CCC(CC2)(C)C